5-bromo-4-chloroimidazole BrC1=C(N=CN1)Cl